(3-hydroxyprop-1-ynyl)-N-isopropyl-benzamide OCC#CC1=C(C(=O)NC(C)C)C=CC=C1